CN(CCCNC(=O)C1=CSC(=C1)C=1C=C2C=CC=NC2=C(C1)OCC1=CC=C(C=C1)OC)C N-[3-(dimethylamino)propyl]-5-[8-[(4-methoxyphenyl)methoxy]-6-quinolyl]thiophene-3-carboxamide